FC(=CC(CCC1=CC=CC=C1)C1=CC=C(C#N)C=C1)F 4-(1,1-difluoro-5-phenyl-pent-1-en-3-yl)benzonitrile